2-fluoro-4-((R)-3-methoxypyrrolidin-1-yl)aniline Tert-butyl-4-(2-chlorobenzyl)-3,4-dihydroquinoxaline-1(2H)-carboxylate C(C)(C)(C)OC(=O)N1CCN(C2=CC=CC=C12)CC1=C(C=CC=C1)Cl.FC1=C(N)C=CC(=C1)N1C[C@@H](CC1)OC